2,4-di([1,1'-biphenyl]-4-yl)-6-(3-(2,8-diphenyldibenzo[b,d]thiophen-4-yl)phenyl)-1,3,5-triazine C1(=CC=C(C=C1)C1=NC(=NC(=N1)C1=CC=C(C=C1)C1=CC=CC=C1)C1=CC(=CC=C1)C1=CC(=CC2=C1SC1=C2C=C(C=C1)C1=CC=CC=C1)C1=CC=CC=C1)C1=CC=CC=C1